ClC1=NC(=CN=C1)N1C[C@H](CC1)F (S)-2-chloro-6-(3-fluoropyrrolidin-1-yl)pyrazine